5-Amino-3-[4-[2-[[3-(2,2-dimethylpropyl)isoxazol-5-yl]amino]-2-oxo-ethyl]-2-methyl-phenyl]-1-isopropyl-pyrazole-4-carboxamide NC1=C(C(=NN1C(C)C)C1=C(C=C(C=C1)CC(=O)NC1=CC(=NO1)CC(C)(C)C)C)C(=O)N